I[C@H]1[C@@H](CCCC1)CCC (1r,2r)-1-iodo-2-propylcyclohexane